OCCCCCC/C=C/CCCCCCCC(=O)O 16-hydroxy-(9E)-hexadeca-9-enoic acid